ClC1=CC(=C(C=C1)[C@@]1(OC2=C(O1)C=CC=C2C2CCN(CC2)CC2=NC=C(C=C2CS(=O)(=O)CC)C2=NN=C(N2)C(F)(F)F)C)F ({4-[(2S)-2-(4-chloro-2-fluorophenyl)-2-methyl-2H-1,3-benzodioxol-4-yl]piperidin-1-yl}methyl)-3-[(ethanesulfonyl)methyl]-5-[5-(trifluoromethyl)-4H-1,2,4-triazol-3-yl]pyridine